IC1=C(OCCCSCC=2NC(NC2)=S)C=CC=C1 4-[(2-iodophenoxypropylthio)methyl]1,3-dihydroimidazole-2-thione